5-[3-[1-[4,7-dimethyl-3-(1-methyl-4-piperidyl)-5-oxo-pyrazolo[3,4-c]isoquinolin-9-yl]ethylamino]-6-methyl-2-pyridyl]-N-methyl-pyridine-2-carboxamide CN1C(C=2C=C(C=C(C2C2=C1N(N=C2)C2CCN(CC2)C)C(C)NC=2C(=NC(=CC2)C)C=2C=CC(=NC2)C(=O)NC)C)=O